CN(C(=O)C1=CC2=C(OCCC(N2C)=O)C=C1)C1=CC=NC=C1 N,5-dimethyl-4-oxo-N-(pyridin-4-yl)-2,3,4,5-tetrahydrobenzo[b][1,4]oxazepin-7-carboxamide